(4-phenoxyphenyl) prop-2-ene(dithioperoxoate) C(C=C)(=O)SSC1=CC=C(C=C1)OC1=CC=CC=C1